(R)-2-amino-2-(2-chlorophenyl)ethan-1-ol N[C@@H](CO)C1=C(C=CC=C1)Cl